stearamidoethylstearate C(CCCCCCCCCCCCCCCCC)(=O)NCCOC(CCCCCCCCCCCCCCCCC)=O